tert-butyl 4-((4-(benzo[d]thiazol-6-ylamino)-7-bromoquinazolin-5-yl)oxy)piperidine-1-carboxylate S1C=NC2=C1C=C(C=C2)NC2=NC=NC1=CC(=CC(=C21)OC2CCN(CC2)C(=O)OC(C)(C)C)Br